C([C@@H](C)O)O |r| (racemic)-1,2-propylene glycol